C1(=CC=CC=C1)[Si](OOC(C)(C)CC)(C1=CC=CC=C1)C1=CC=CC=C1 triphenylt-amylperoxysilane